FC=1C=CC(=C(C1)CC(=O)OC(C)(C)C)[N+](=O)[O-] tert-butyl 2-(5-fluoro-2-nitrophenyl)acetate